CC=1C(=NC=CC1)NC(=N)SC Methyl (3-methylpyridin-2-yl)carbamimidothioate